4-(4-methyl-3-oxopiperazin-2-yl)phenyl trifluoromethanesulfonate FC(S(=O)(=O)OC1=CC=C(C=C1)C1NCCN(C1=O)C)(F)F